5-Iodo-3-methoxy-1-methyl-1H-indazole IC=1C=C2C(=NN(C2=CC1)C)OC